7-(acetamidomethyl)-5-(4-(trifluoromethyl)phenyl)-5,6,7,8-tetrahydro-1,5-naphthyridine-2-carboxamide C(C)(=O)NCC1CN(C=2C=CC(=NC2C1)C(=O)N)C1=CC=C(C=C1)C(F)(F)F